[2-[[5-[[[2-chloro-4-[[5-(2,3-difluoro-4-methoxy-phenyl)-1-methyl-imidazole-2-carbonyl]amino]benzoyl]amino]methyl]-3-methyl-thiazol-3-ium-2-yl]amino]-2-oxo-ethyl]-trimethyl-ammonium ClC1=C(C(=O)NCC2=C[N+](=C(S2)NC(C[N+](C)(C)C)=O)C)C=CC(=C1)NC(=O)C=1N(C(=CN1)C1=C(C(=C(C=C1)OC)F)F)C